DIcyanomethyleneindene C(#N)C(C#N)=C1C=CC2=CC=CC=C12